CC(C(=O)[O-])=CCC 2-methyl-2-pentenoate